3-[3-bromo-4-(2,3-dihydro-1H-pyrrolo[3,2-c]pyridin-1-yl)phenyl]-1-[5-(trifluoromethyl)-3-pyridinyl]-2,4-imidazolidinedione BrC=1C=C(C=CC1N1CCC=2C=NC=CC21)N2C(N(CC2=O)C=2C=NC=C(C2)C(F)(F)F)=O